2-oxo-2-[rac-(2R,5S)-2-(2,3-dihydrobenzofuran-6-yl)-5-methyl-1-piperidyl]acetamide O=C(C(=O)N)N1[C@H](CC[C@@H](C1)C)C1=CC2=C(CCO2)C=C1 |r|